hexane-2,3-diol CC(C(CCC)O)O